6-methyl-11-oxo-10,11-dihydrodibenzo[b,f][1,4]thiazepine-8-carboxylic acid CC1=CC(=CC2=C1SC1=C(C(N2)=O)C=CC=C1)C(=O)O